OC1CN(C1)C(C(=O)O)C1=CC=CC=C1 2-(3-hydroxyazetidin-1-yl)-2-phenylacetic acid